COC1=CCCC1 methoxycyclopentaene